(S)-2-(tert-butoxy)-2-(7-(4-chlorophenyl)-2-(1-cyclopropyl-3-(1-(oxetan-3-yl)piperidin-4-yl)-1H-pyrazolo[4,3-b]pyridin-5-yl)-5-methylbenzo[d]thiazol-6-yl)acetic acid C(C)(C)(C)O[C@H](C(=O)O)C1=C(C2=C(N=C(S2)C2=CC=C3C(=N2)C(=NN3C3CC3)C3CCN(CC3)C3COC3)C=C1C)C1=CC=C(C=C1)Cl